CC1=CC=C(C=N1)C1=NN2C(N=CC=C2)=C1C(=O)N[C@@H]1C(NC2=C(C(=N1)C1=CC=CC=C1)C=CC=C2)=O 2-(6-Methylpyridin-3-yl)-N-[(3S)-2-oxo-5-phenyl-1,3-dihydro-1,4-benzodiazepin-3-yl]pyrazolo[1,5-a]-pyrimidine-3-carboxamide